C(C)(C)N1[C@H](CCCC1)C(=O)O (R)-1-isopropylpiperidine-2-carboxylic acid